CC1=CC=CC(=N1)C1=NNC=C1C=1N=C2C=C(C=NC2=CC1)CCCN1CCOCC1 4-[3-[6-[3-(6-methyl-2-pyridyl)-1H-pyrazol-4-yl]-1,5-naphthyridin-3-yl]propyl]morpholine